FC(C(=O)O)(F)F.C(C)(=O)N acetamide 2,2,2-trifluoroacetate salt